Cl.FC1=CC=C(C=N1)O[C@@H]1C[C@H](C1)NC(=O)[C@@H]1CNC[C@H]1C1=CC=CC=C1 |r| (±)-trans-N-[trans-3-[(6-Fluoropyridin-3-yl)oxy]cyclobutyl]-4-phenylpyrrolidine-3-carboxamide hydrochloride